O=C1NCCC1[C@@H]1N(CCN(C1)C(=O)[O-])C1=NC=2N(C=C1)N=CC2C=2C(=NC=CC2)OC2CN(C2)C (S)-5-(oxopyrrolidin-3-yl)-4-(3-(2-((1-methylazetidin-3-yl)oxy)pyridin-3-yl)pyrazolo[1,5-a]pyrimidin-5-yl)piperazine-1-carboxylate